3-bromo-8-methoxy-2-(trifluoromethyl)-4H-[1,3]diazino[1,6-a]pyrimidin-4-one BrC1=C(N=C2N(C1=O)C=NC(=C2)OC)C(F)(F)F